O-benzyl-N-(5-(2-(6-chloro-1H-indol-3-yl)acetyl)-2-(4-isopropoxy-3-methoxybenzoyl)octahydro-1H-pyrrolo[3,4-c]pyridine-7-carbonyl)-L-allothreonine C(C1=CC=CC=C1)O[C@H]([C@H](NC(=O)C1C2C(CN(C1)C(CC1=CNC3=CC(=CC=C13)Cl)=O)CN(C2)C(C2=CC(=C(C=C2)OC(C)C)OC)=O)C(=O)O)C